C(C)(=O)OC1(C(O)=O)C([C@H](OC(C)=O)[C@@H](N)[C@@H](O1)[C@H](OC(C)=O)[C@H](OC(C)=O)COC(C)=O)C(C)=O acetylneuraminic acid 2,4,7,8,9-pentaacetate